tert-butyl 3-((2,6-difluoropyridin-3-yl)methyl)-3-hydroxypyrrolidine-1-carboxylate FC1=NC(=CC=C1CC1(CN(CC1)C(=O)OC(C)(C)C)O)F